2-[3-(2-Methoxypropan-2-yl)-1,2,4-oxadiazol-5-yl]-5-[4-(trifluoromethoxy)benzene-1-sulfonyl]pyridin-3-amine COC(C)(C)C1=NOC(=N1)C1=NC=C(C=C1N)S(=O)(=O)C1=CC=C(C=C1)OC(F)(F)F